NC1=NC(=C2C(=N1)N(N=C2)CC2=CC=C(C=C2)N)C=2C=C(C=NC2)C#N 5-[6-amino-1-[(4-aminophenyl)methyl]pyrazolo[3,4-d]pyrimidine-4-yl]pyridine-3-carbonitrile